NC1=CC=C(OC2=C(C=C(C=C2)NC2=CC=CC=C2)OCC)C=C1 4-(4-aminophenoxy)-3-ethoxyphenylaniline